C1(CC12CCOCC2)C#CC=2C(=C(C(=CC2)O)N2CC(NS2(=O)=O)=O)F 5-(3-((6-oxaspiro[2.5]octan-1-yl)ethynyl)-2-fluoro-6-hydroxyphenyl)-1,2,5-thiadiazolidin-3-one 1,1-dioxide